3-[4-(4-hydroxy-1-piperidinyl)indolin-1-yl]piperidine-2,6-dione OC1CCN(CC1)C1=C2CCN(C2=CC=C1)C1C(NC(CC1)=O)=O